FC1=C(C=CC=C1)CC(=O)OCC ethyl (2-fluorophenyl)acetate